N-(4-(tert-butyl)phenyl)-5-fluoropyridin-2-amine C(C)(C)(C)C1=CC=C(C=C1)NC1=NC=C(C=C1)F